2-((4-(2-((tert-butoxycarbonyl)amino)thiazolo[5,4-b]pyridin-5-yl)phenyl)amino)-2-oxoethyl acetate C(C)(=O)OCC(=O)NC1=CC=C(C=C1)C1=CC=C2C(=N1)SC(=N2)NC(=O)OC(C)(C)C